ClC=1C=C(C2=C(CC(O2)(C)C)C1)COC1=C(C(=C(C=C1)C=CC(=O)NCCO)C)C 3-(4-((5-chloro-2,2-dimethyl-2,3-dihydrobenzofuran-7-yl)methoxy)-2,3-dimethylphenyl)-N-(2-hydroxyethyl)propenamide